2H,2'H-3,3'-bipyrazole N=1NC(=CC1)C=1NN=CC1